OC1=C(C(=NC(=C1[N+](=O)[O-])O)C)C(=O)OCC ethyl 4,6-dihydroxy-2-methyl-5-nitro-pyridine-3-carboxylate